Benzyl 4-{4-[3-(1,3-dioxolan-2-yl)propoxy]phenyl}piperidine-1-carboxylate O1C(OCC1)CCCOC1=CC=C(C=C1)C1CCN(CC1)C(=O)OCC1=CC=CC=C1